BrC1=C2CCN([C@@H](C2=C(C=C1)O[C@@H]1CN(CC1)C(=O)C1=CN=CS1)CN1C(C2=CC=CC=C2C1=O)=O)C(=O)C1CCCCC1 (1S,2R)-2-((S)-5-Bromo-1-((1,3-dioxoisoindolin-2-yl)methyl)-8-(((S)-1-(thiazol-5-carbonyl)pyrrolidin-3-yl)oxy)-1,2,3,4-tetrahydroisochinolin-2-carbonyl)cyclohexan